4-Amino-1-[4-[4-[6-chloro-4-(trifluoromethyl)-2-pyridyl]piperazin-1-yl]sulfonylphenyl]-5-methyl-pyrrolidin-2-one NC1CC(N(C1C)C1=CC=C(C=C1)S(=O)(=O)N1CCN(CC1)C1=NC(=CC(=C1)C(F)(F)F)Cl)=O